C(C)(C)(C)OC(=O)[C@@]1(N(C[C@@H]1C)C(=O)OCC1=CC=CC=C1)CC(=O)OC(C)(C)C (2R,3S)-2-(2-(tert-butoxy)-2-oxoethyl)-3-methylazetidine-1,2-dicarboxylic acid 1-benzyl ester 2-(tert-butyl) ester